(S)-2-allyl-5-((4-((2-hydroxy-1-phenylethyl)amino)-5-(5-methyl-1,3,4-oxadiazol-2-yl)pyridin-2-yl)amino)-3,3-dimethylisoindolin-1-one C(C=C)N1C(C2=CC=C(C=C2C1(C)C)NC1=NC=C(C(=C1)N[C@H](CO)C1=CC=CC=C1)C=1OC(=NN1)C)=O